COC(CCC1=CC(=CC(=C1)F)C1(CC(C1)(F)F)C(CBr)=O)=O 3-(3-(1-(2-bromoacetyl)-3,3-difluorocyclobutyl)-5-fluorophenyl)propanoic acid methyl ester